(S)-1-(7-(1-(2-fluorobenzyl)piperidin-3-yl)-2-methylpyrazolo[1,5-a]pyrimidin-3-yl)-N-((tetrahydro-2H-pyran-4-yl)methyl)methylamine FC1=C(CN2C[C@H](CCC2)C2=CC=NC=3N2N=C(C3CNCC3CCOCC3)C)C=CC=C1